bicyclo[2.2.1]heptyl-(bicyclo[2.2.1]heptane) C12(CCC(CC1)C2)C21CCC(CC2)C1